1-fluoro-1-((R or S)-3-(2-(5-fluoro-thiophen-2-yl)ethyl)-1-(2-(6-methylpyridin-3-yl)propan-2-yl)pyrrolidin-3-yl)ethyl phenylcarbamate C1(=CC=CC=C1)NC(OC(C)([C@]1(CN(CC1)C(C)(C)C=1C=NC(=CC1)C)CCC=1SC(=CC1)F)F)=O |o1:11|